(Z)-2-(3-(4-chlorophenyl)-4-phenyl-N'-(phenylsulfonyl)-1,4,5,6-tetrahydropyridazine-1-carboximidamido)-3-methylbutanamide ClC1=CC=C(C=C1)C1=NN(CCC1C1=CC=CC=C1)\C(\NC(C(=O)N)C(C)C)=N/S(=O)(=O)C1=CC=CC=C1